(S)-N-((R)-(4-chloro-3-(trifluoromethyl)-phenyl)(4-cyanophenyl)-methyl)-2-oxo-imidazolidine-4-carboxamide ClC1=C(C=C(C=C1)[C@H](NC(=O)[C@H]1NC(NC1)=O)C1=CC=C(C=C1)C#N)C(F)(F)F